N-(3,5-dibromophenyl)-5-methoxy-1H-benzo[d]imidazole-2-carboxamide BrC=1C=C(C=C(C1)Br)NC(=O)C1=NC2=C(N1)C=CC(=C2)OC